CC1=NC(=NO1)C1=CC=C2C=C[N+](=CC2=C1)[O-] 7-(5-methyl-1,2,4-oxadiazol-3-yl)isoquinoline 2-oxide